COC1=NC=CC=C1C=1C2=C(C(=NC1C=1C=NN(C1)C1CN(C1)C(=O)OCCCC)OS(=O)(=O)C(F)(F)F)C=CS2 butyl 3-[4-[7-(2-methoxy-3-pyridyl)-4-(trifluoromethylsulfonyloxy)thieno[3,2-c]pyridin-6-yl]pyrazol-1-yl]azetidine-1-carboxylate